FC1(CN(CCC1(C(=O)N1CCOC2=C(C1)C=NC=C2C#N)F)C2=NC=C(C=N2)F)F 4-[3,3,4-trifluoro-1-(5-fluoropyrimidin-2-yl)piperidine-4-carbonyl]-3,5-dihydro-2H-pyrido[3,4-f][1,4]oxazepine-9-carbonitrile